[6-(3-cyclopropyl-1H-1,2,4-triazol-5-yl)-2-azaspiro[3.3]heptan-2-yl]-[6-(3-dimethylphosphoryl-5-fluoro-benzyl)-2-azaspiro[3.3]heptan-2-yl]methanone C1(CC1)C1=NNC(=N1)C1CC2(CN(C2)C(=O)N2CC3(C2)CC(C3)CC3=CC(=CC(=C3)F)P(=O)(C)C)C1